bis[9,9-dimethyl-7-(9-phenyl-9H-carbazol-3-yl)-9H-fluoren-2-yl]-3,3',5,5'-tetramethyl-[1,1'-biphenyl]-4,4'-diamine CC1(C2=CC(=CC=C2C=2C=CC(=CC12)C1=C(C(=C(C(=C1C1=CC(=C(C(=C1)C)N)C)C1=CC=2C(C3=CC(=CC=C3C2C=C1)C=1C=CC=2N(C3=CC=CC=C3C2C1)C1=CC=CC=C1)(C)C)C)N)C)C=1C=CC=2N(C3=CC=CC=C3C2C1)C1=CC=CC=C1)C